(1-(((R)-Azetidin-2-yl)methyl)-6-(5-chloro-1H-pyrazol-4-yl)-1H-indol-3-yl)(6-methoxychroman-3-yl)methanone N1[C@H](CC1)CN1C=C(C2=CC=C(C=C12)C=1C=NNC1Cl)C(=O)C1COC2=CC=C(C=C2C1)OC